C(C1=CC=CC=C1)[C@H]1N(C(OC1)=O)C([C@H](C)C1CCC(CC1)C1=CC=NC=2N1N=CC2)=O (R)-4-benzyl-3-((R)-2-(4-(pyrazolo[1,5-a]pyrimidin-7-yl)cyclohexyl)propionyl)oxazolidin-2-one